COC=1C=C(C=CC1)C1=NC(=NC(=C1)N1CC2=C(CCC1)C=CC=C2)N 4-(3-Methoxyphenyl)-6-(1,3,4,5-tetrahydro-2H-benzo[c]azepin-2-yl)pyrimidin-2-amine